1-(5-(6-chloro-7-fluoro-5-methoxy-3-(1H-pyrazol-4-yl)-1H-indol-2-yl)-4H-1,2,4-triazol-3-yl)-N,N-dimethylethan-1-amine ClC1=C(C=C2C(=C(NC2=C1F)C=1NC(=NN1)C(C)N(C)C)C=1C=NNC1)OC